CC1(C(CC1)NC(=O)C=1N=C(SC1C)NC=1C=NSC1)C (2,2-dimethylcyclobutyl)-2-(isothiazol-4-ylamino)-5-methyl-thiazole-4-carboxamide